(2RS,4R)-4-fluoro-N-[(S)-phenyl[4-(propan-2-yl)phenyl]methyl]-1-[2-(1H-pyrazol-3-yl)acetyl]pyrrolidine-2-carboxamide F[C@@H]1C[C@@H](N(C1)C(CC1=NNC=C1)=O)C(=O)N[C@H](C1=CC=C(C=C1)C(C)C)C1=CC=CC=C1 |&1:3|